FC=1C=CC(=NC1)SC=1C=2N(C=C(C1)C=1C=NN(C1C)[C@@H]1CN(CCC1)C)N=CC2C#N (S)-4-((5-fluoropyridin-2-yl)thio)-6-(5-methyl-1-(1-methylpiperidin-3-yl)-1H-pyrazol-4-yl)pyrazolo[1,5-a]pyridine-3-carbonitrile